(3R,4R)-4-methyl-3-{5-methyl-2-[trans-4-(trifluoromethyl)cyclohexyl]pyrazolo[1,5-a]pyrimidin-7-yl}piperidine-1-carbaldehyde C[C@H]1[C@H](CN(CC1)C=O)C1=CC(=NC=2N1N=C(C2)[C@@H]2CC[C@H](CC2)C(F)(F)F)C